rac-tert-Butyl ((1R,2S,3S,5S)-3-((3-((trifluoromethyl)sulfonyl)phenyl)carbamoyl)-6-oxabicyclo[3.1.0]hexan-2-yl)carbamate FC(S(=O)(=O)C=1C=C(C=CC1)NC(=O)[C@@H]1[C@@H]([C@H]2O[C@H]2C1)NC(OC(C)(C)C)=O)(F)F |r|